(R)-6-Bromo-1-(1-(2,4-dichlorophenyl)ethyl)-1H-benzo[d][1,2,3]triazol-4-ol BrC=1C=C(C2=C(N(N=N2)[C@H](C)C2=C(C=C(C=C2)Cl)Cl)C1)O